C(C)CCCCOC(C(C(C(=O)O)CC(C)C)(CC(C)C)C#N)=O 2-cyano-2,3-diisobutylbutanedioic acid-1-ethyl-4-n-butyl ester